2-(((7-(difluoromethyl)-3-(5-methylisoxazol-3-yl)[1,2,4]triazolo[3,4-f][1,2]diazin-6-yl)oxy)methyl)-6-(oxetane-3-yl)-5,6,7,8-tetrahydropyrido[4,3-b]pyridine FC(C=1C(=NN2C(C1)=NN=C2C2=NOC(=C2)C)OCC2=CC=C1C(=N2)CCN(C1)C1COC1)F